norbornadiene iridium Chloride [Ir](Cl)(Cl)Cl.C12=CC=C(CC1)C2